8-butoxy-N-(1-(methylsulfonyl)piperidin-4-yl)-7-(1H-pyrazol-4-yl)-[1,2,4]triazolo[1,5-c]pyrimidin-2-amine C(CCC)OC=1C=2N(C=NC1C=1C=NNC1)N=C(N2)NC2CCN(CC2)S(=O)(=O)C